2',6'-bis(benzyloxy)-5-((3S,4S)-4-(4-benzylpiperazin-1-yl)-3-fluoropiperidin-1-yl)-6-methyl-2,3'-bipyridine C(C1=CC=CC=C1)OC1=NC(=CC=C1C1=NC(=C(C=C1)N1C[C@@H]([C@H](CC1)N1CCN(CC1)CC1=CC=CC=C1)F)C)OCC1=CC=CC=C1